water calcium magnesium [Mg].[Ca].O